C(=O)(OCC1C2=CC=CC=C2C2=CC=CC=C12)NC(C(=O)O)CCC(NC(C1=CC=CC=C1)(C1=CC=CC=C1)C1=CC=CC=C1)=O 2-(Fmoc-amino)-5-oxo-5-(tritylamino)pentanoic acid